[I-].[Cs+] Caesium Iodide